N1C(N=CC=C1)(C1=NC=CC=N1)N Bipyrimidin-2-amine